C(C1=CC=CC=C1)OC[C@@]1(CN(CC1)C(C=1C=NC=CC1)C=1C=NC=CC1)CCC1=CC=C(C#N)C=C1 (S)-4-(2-(3-((benzyloxy)methyl)-1-(di(pyridin-3-yl)methyl)pyrrolidin-3-yl)ethyl)benzonitrile